NC1=C(C2=C(C(N1C1=C(C(=CC=C1C)O)C)=O)C(=C(S2)Cl)C)C(=O)N 6-amino-2-chloro-5-(3-hydroxy-2,6-dimethylphenyl)-3-methyl-4-oxo-4,5-dihydrothieno[3,2-c]pyridine-7-carboxamide